Perfluorobutylphenol FC=1C(=C(C(=C(C1F)F)F)O)C(C(C(C(F)(F)F)(F)F)(F)F)(F)F